BrC1=C(C=C(C(=O)N(C)OC)C=C1)C(F)(F)F 4-Bromo-N-methoxy-N-methyl-3-(trifluoromethyl)benzamide